OC[C@@]1(N(CC1)C(=O)OCC1=CC=CC=C1)C benzyl (R)-2-(hydroxymethyl)-2-methylazetidine-1-carboxylate